allyl 2-(4-ethoxy-4-oxobutyl)-1-oxo-1,2,3,4-tetrahydronaphthalene-2-carboxylate C(C)OC(CCCC1(C(C2=CC=CC=C2CC1)=O)C(=O)OCC=C)=O